C(CCC)C1=NNC(C1)(C)CCCC 3,5-dibutyl-5-methyl-2-pyrazoline